C(C)(C)(C)NC(C=1C=C(CC(C1)([N+](=O)[O-])C1=CC=C(C=C1)C(F)(F)F)[N+](=O)[O-])=O N-tert-butyl-3-nitro-5-[4-(trifluoromethyl)-phenyl]-5-nitro-benzamide